CC1(C(OB(O1)C1=CCCN(C1)C(=O)OC(C)(C)C)(C)C)C tert-butyl 5-(tetramethyl-1,3,2-dioxaborolan-2-yl)-1,2,3,6-tetrahydropyridine-1-carboxylate